(Z)-2-Octadecenal C(\C=C/CCCCCCCCCCCCCCC)=O